(E)-N-[2-(7-bromo-1,2,4,5-tetrahydro-3-benzazepin-3-yl)-2-oxoethyl]-3-[4-(trifluoromethyl)phenyl]prop-2-enamide BrC1=CC2=C(CCN(CC2)C(CNC(\C=C\C2=CC=C(C=C2)C(F)(F)F)=O)=O)C=C1